2-(4-(4-(2,4-dioxotetrahydropyrimidin-1(2H)-yl)phenyl)piperazin-1-yl)-7-azaspiro[3.5]nonane O=C1N(CCC(N1)=O)C1=CC=C(C=C1)N1CCN(CC1)C1CC2(C1)CCNCC2